ClC1=C(C=C(C=C1)NC(=O)[C@@H]1C([C@H]1C1=CC(=CC(=C1)Cl)Cl)(Cl)Cl)NC(C1=NC=C(C=C1F)F)=O N-(2-Chloro-5-((1R,3R)-2,2-dichloro-3-(3,5-dichlorophenyl)cyclopropane-1-carboxamido)phenyl)-3,5-difluoropicolinamide